NC1=NC=CC=C1C1=NC=2C(=NC(=CC2)N2N=CC=C2)N1C=1C=C2CC[C@@H](C2=CC1)N1C(=NC2=CC(=C(C=C2C1=O)C=O)OC)C (S)-3-(5-(2-(2-aminopyridin-3-yl)-5-(1H-pyrazol-1-yl)-3H-imidazo[4,5-b]pyridin-3-yl)-2,3-dihydro-1H-inden-1-yl)-7-methoxy-2-methyl-4-oxo-3,4-dihydroquinazoline-6-carbaldehyde